6-fluoro-4-methoxy-2-(1-methyl-1H-1,2,3-triazol-4-yl)-5-(trifluoromethyl)pyrimidine FC1=C(C(=NC(=N1)C=1N=NN(C1)C)OC)C(F)(F)F